N[C@H](C(=O)NCC[C@@H](C(=O)O)NC(N[C@H](C(=O)O)CCC(=O)O)=O)CS (S)-2-(3-((S)-3-((R)-2-amino-3-mercaptopropanamido)-1-carboxypropyl)ureido)pentanedioic acid